FC1CCN(CC1)CCOC1=CC=C(CCNC2=NC=3N(C(=N2)N)N=C(N3)C=3OC=CC3)C=C1 N5-(4-(2-(4-fluoropiperidin-1-yl)ethoxy)phenethyl)-2-(furan-2-yl)-[1,2,4]triazolo[1,5-a][1,3,5]triazine-5,7-diamine